FC(C1=CC=C(C=C1)N1N=NC(=C1)CNC=1C=C(C(=O)OC)C=CC1)(F)F Methyl 3-(((1-(4-(Trifluoromethyl)phenyl)-1H-1,2,3-triazol-4-yl)methyl)amino)benzoate